CC1(NC(CC(C1)C(C(C(C(C(=O)O)C1CC(NC(C1)(C)C)(C)C)(C(=O)O)CCCCCCCCCCCCC)(C(=O)O)CCCCCCCCCCCCC)C(=O)O)(C)C)C.CC1(COC1)C1=NC=CC(=N1)O 2-(3-Methyloxetan-3-yl)pyrimidin-4-ol bis(2,2,6,6-tetramethyl-4-piperidyl)di(tridecyl)-1,2,3,4-butanetetracarboxylate